C(N)(=O)C=1C=C(C2=C(N=C(N2C)NC(=O)C=2N(N=C(C2)C)CC)C1)C(CCCNC(OC(C)(C)C)=O)=O tert-butyl N-[4-[6-carbamoyl-2-[(2-ethyl-5-methyl-pyrazole-3-carbonyl)amino]-3-methyl-benzimidazol-4-yl]oxobutyl]carbamate